(R)-N-(4-(4-amino-7-methyl-5-(4-(1-methyl-1H-pyrazol-3-yloxy)cyclohex-1-enyl)-7H-pyrrolo[2,3-d]pyrimidin-6-yl)phenyl)methacrylamide NC=1C2=C(N=CN1)N(C(=C2C2=CC[C@@H](CC2)OC2=NN(C=C2)C)C2=CC=C(C=C2)NC(C(=C)C)=O)C